1-((3s,4r)-4-(3,4-difluorophenyl)-1-(2-methoxyethyl)pyrrolidin-3-yl)-3-(3,4-dimethyl-1-phenyl-1H-pyrazol-5-yl)urea FC=1C=C(C=CC1F)[C@H]1[C@@H](CN(C1)CCOC)NC(=O)NC1=C(C(=NN1C1=CC=CC=C1)C)C